6-fluoro-1-isopropyl-3-[(3R)-piperidin-3-ylmethyl]indole FC1=CC=C2C(=CN(C2=C1)C(C)C)C[C@@H]1CNCCC1